8-cyclohexenyl-tetracyclo[4.4.0.12,5.17,10]Dodec-3-ene C1(=CCCCC1)C1C2C3C4C=CC(C3C(C1)C2)C4